BrC1=CC(=C(C(=O)OC)C=C1OC)I methyl 4-bromo-2-iodo-5-methoxybenzoate